6-(((1S,3R)-3-aminocyclohexyl)amino)-2-methyl-4-(trifluoromethyl)pyridazine-3(2H)-one trifluoroacetate FC(C(=O)O)(F)F.N[C@H]1C[C@H](CCC1)NC=1C=C(C(N(N1)C)=O)C(F)(F)F